FC(C1(CO1)C(F)(F)F)(F)F 2,3-epoxy-1,1,1-trifluoro-2-(trifluoromethyl)propane